ethyl 5-((1H-pyrazol-1-yl)methyl)-3-(((tert-butoxycarbonyl)amino)methyl)-4,5-dihydroisoxazole-5-carboxylate N1(N=CC=C1)CC1(CC(=NO1)CNC(=O)OC(C)(C)C)C(=O)OCC